C(C)C1(NC(N(C(C1)=O)CC1=CC(=CC=C1)C(N[C@H]1[C@@H](CC2=CC=CC=C12)O)=O)=[NH2+])COC [4-ethyl-1-[[3-[[(1R,2R)-2-hydroxyindan-1-yl]carbamoyl]phenyl]methyl]-4-(methoxymethyl)-6-oxo-hexahydropyrimidin-2-ylidene]ammonium